1-Heptyl-2-ethylpyrrolium fluoride [F-].C(CCCCCC)[NH+]1C(=CC=C1)CC